3-Methyl-5,6,7,8-tetrahydro-3H-imidazo[4,5-f][1,4]oxazepine CN1C=NC=2CNCCOC21